C1(CC1)S(=O)(=O)NC=1SC=C(N1)C(C(=O)NC1=C(C=C(C=C1)C1=NC(=CN=C1)OCC)OC(F)(F)F)CC 2-(2-(cyclopropanesulfonamido)thiazol-4-yl)-N-(4-(6-ethoxypyrazin-2-yl)-2-(trifluoromethoxy)phenyl)butanamide